ClC=1C=C2C(=NC1)N(N=C2)C2=NC=C(C(=O)NC[C@H](C(C)(C)O)F)C(=C2)NC=2C=NN(C2)C2CCOCC2 (R)-6-(5-chloro-1H-pyrazolo[3,4-b]pyridin-1-yl)-N-(2-fluoro-3-hydroxy-3-methylbutyl)-4-((1-(tetrahydro-2H-pyran-4-yl)-1H-pyrazol-4-yl)amino)nicotinamide